1-(3,5-dimethoxy-4-phenylmethoxyphenyl)propan-2-amine COC=1C=C(C=C(C1OCC1=CC=CC=C1)OC)CC(C)N